2,2-bis[4-(4-aminophenoxy)phenyl]hexafluoro-propane NC1=CC=C(OC2=CC=C(C=C2)C(C(F)(F)F)(C(F)(F)F)C2=CC=C(C=C2)OC2=CC=C(C=C2)N)C=C1